C1=NN(C(=O)NC1=O)[C@H]2[C@@H]([C@@H]([C@H](O2)COP(=O)([O-])[O-])O)O The molecule is an organophosphate oxoanion obtained by deprotonation of the phosphate OH groups of 6-azauridine 5'-monophosphate. Major species at pH 7.3. It has a role as an antineoplastic agent and an EC 4.1.1.23 (orotidine-5'-phosphate decarboxylase) inhibitor. It is a conjugate base of a 6-azauridine 5'-monophosphate.